C(C)(C)(C)OC(=O)N1CC(OCC1)CNC(=O)C1=CC2=C(N(C(=N2)NC=2SC3=C(N2)C=CC(=C3)OC(F)(F)F)C)C=C1 2-({[1-Methyl-2-(6-trifluoromethoxy-benzothiazol-2-ylamino)-1H-benzoimidazole-5-carbonyl]-amino}-methyl)-morpholine-4-carboxylic acid tert-butyl ester